ClC1=C(C(=NC(=N1)C(F)(F)F)N1CC=2C=C(C=NC2CC1)C(F)(F)F)C 6-(6-chloro-5-methyl-2-(trifluoromethyl)pyrimidin-4-yl)-3-(trifluoromethyl)-5,6,7,8-tetrahydro-1,6-naphthyridine